N1(CCCCC1)CCOC1=CC=C(C=C1)C=O [4-(2-(1-piperidinyl)-ethoxy)phenyl]methanone